C(C)(C)(C)OC(=O)N1[C@@H](CCC1)C1=C2CCN(CC2=CC(=C1)C=1C=C2C(=NC1)NC=C2C)C(CC2CCOCC2)=O (S)-2-(7-(3-methyl-1H-pyrrolo[2,3-b]pyridin-5-yl)-2-(2-(tetrahydro-2H-pyran-4-yl)acetyl)-1,2,3,4-tetrahydroisoquinolin-5-yl)pyrrolidine-1-carboxylic acid tertButyl ester